2-(4-bromo-5-fluoro-2-methoxy-phenyl)acetonitrile BrC1=CC(=C(C=C1F)CC#N)OC